[Br-].C(C)N1CCCC1 N-ethyl-pyrrolidine bromide